1-cyclopropyl-N-((5-(trifluoromethyl)pyridin-2-yl)methyl)methanamine C1(CC1)CNCC1=NC=C(C=C1)C(F)(F)F